(R)-3-(2-amino-3-phenylpropoxy)-6-fluoroquinoline-4-carboxylic acid benzyl ester dihydrochloride Cl.Cl.C(C1=CC=CC=C1)OC(=O)C1=C(C=NC2=CC=C(C=C12)F)OC[C@@H](CC1=CC=CC=C1)N